C(C1=CC=CC=C1)N1CC(CC1)N1C=NC2=C1C=C(C=C2)OC2=C(C=C(C=C2Cl)N2N=C(C(NC2=O)=O)C#N)Cl 2-(4-((1-(1-benzylpyrrolidin-3-yl)-1H-benzo[d]imidazol-6-yl)oxy)-3,5-dichlorophenyl)-3,5-dioxo-2,3,4,5-tetrahydro-1,2,4-triazine-6-carbonitrile